Cl.Cl.C1NCCCC12CCN(CC2)C=2N=NC(=CN2)C2=C(C=C(C=C2)C=2C=NNC2)O 2-[3-(2,9-diazaspiro[5.5]undec-9-yl)-1,2,4-triazin-6-yl]-5-(1H-pyrazol-4-yl)phenol dihydrochloride